NC=1C(=C(C(=O)NC=2N=NC(=CC2)OC)C=CC1)C amino-N-(6-methoxypyridazin-3-yl)-2-methylbenzamide